11,11-diphenyl-11H-benzo[a]fluoren-6-yl trifluoromethanesulfonate FC(S(=O)(=O)OC=1C=C2C(=C3C(C4=CC=CC=C4C13)(C1=CC=CC=C1)C1=CC=CC=C1)C=CC=C2)(F)F